C1N(CC12CCOCC2)CC2=C(CNC1=CC(=C(C=C1Cl)S(=O)(=O)NC=1N=CSC1)F)C(=CC=C2F)F 4-((2-((7-oxa-2-azaspiro[3.5]nonan-2-yl)methyl)-3,6-difluorobenzyl)amino)-5-chloro-2-fluoro-N-(thiazol-4-yl)benzenesulfonamide